NCCC(P([O-])(=O)[O-])P([O-])(=O)[O-] 3-aminopropane-1,1-diphosphonate